(2S,3R,4S,5R)-N-(3-carbamoyl-4-fluoro-phenyl)-3-(3,4-difluoro-2-methoxy-phenyl)-4,5-dimethyl-5-(trifluoromethyl)tetrahydrofuran-2-carboxamide C(N)(=O)C=1C=C(C=CC1F)NC(=O)[C@H]1O[C@]([C@H]([C@@H]1C1=C(C(=C(C=C1)F)F)OC)C)(C(F)(F)F)C